FC1=CC=C(C=C1)C=1C=C2C=CN(C2=C(C1)C(=O)N[C@@H](C)C1=CC=C(C(=O)O)C=C1)CC1=NC2=CC=CC=C2C=C1 (S)-4-(1-(5-(4-fluorophenyl)-1-(quinolin-2-ylmethyl)-1H-indole-7-carboxamido)ethyl)benzoic acid